((4-(dimethylamino)-1-(2-(3-methoxyphenethyl)phenoxy)butan-2-yl)oxy)-2,3,3-trifluoro-4-oxobutanoic acid CN(CCC(COC1=C(C=CC=C1)CCC1=CC(=CC=C1)OC)OC(C(=O)O)(C(C=O)(F)F)F)C